tert-butyl 5-[6-(methylamino)pyridin-3-yl]-6-azaspiro[2.5]oct-4-ene-6-carboxylate CNC1=CC=C(C=N1)C1=CC2(CC2)CCN1C(=O)OC(C)(C)C